[I+].C[N+]1=CNC=C1 3-methylimidazolium iodine